1-(4-((4-amino-7-methyl-5-(4-phenoxyphenyl)-7H-pyrrolo[2,3-d]pyrimidin-6-yl)ethynyl)piperidin-1-yl)prop-2-en-1-one NC=1C2=C(N=CN1)N(C(=C2C2=CC=C(C=C2)OC2=CC=CC=C2)C#CC2CCN(CC2)C(C=C)=O)C